2-hydroxy-5'-methylbenzophenone OC1=C(C(=O)C2=CC=CC(=C2)C)C=CC=C1